4-[3-(4-fluorophenyl)-1H-pyrazol-1-yl]-1H-pyrrolo[2,3-b]pyridine FC1=CC=C(C=C1)C1=NN(C=C1)C1=C2C(=NC=C1)NC=C2